trifluoromethanesulfonic acid 8-oxo-6-fluoro-5,6,7,8-tetrahydro-naphthalen-1-yl ester O=C1CC(CC=2C=CC=C(C12)OS(=O)(=O)C(F)(F)F)F